4-chloro-7-(4-vinylpiperidin-1-yl)-9H-pyrimido[4,5-b]indole-9-carboxylic acid tert-butyl ester C(C)(C)(C)OC(=O)N1C2=C(C3=CC=C(C=C13)N1CCC(CC1)C=C)C(=NC=N2)Cl